tert-butyl (3S)-3-[[4-[6-[(3S)-3-hydroxy-3-(trifluoromethyl) pyrrolidine-1-carbonyl]-1H-indol-3-yl]-5-(trifluoromethyl)pyrimidin-2-yl]amino]piperidine-1-carboxylate O[C@@]1(CN(CC1)C(=O)C1=CC=C2C(=CNC2=C1)C1=NC(=NC=C1C(F)(F)F)N[C@@H]1CN(CCC1)C(=O)OC(C)(C)C)C(F)(F)F